OC(COCC(=O)N[C@@H](C)C(=O)O)C N-((2-hydroxypropoxy)acetyl)-L-alanine